(Z)-4-((6-((2,6-dibromobenzyl)sulfonyl)-3-oxo-3,4-dihydro-2H-benzo[b][1,4]thiazin-2-ylidene)methyl)-2-nitrophenyl acetate C(C)(=O)OC1=C(C=C(C=C1)\C=C/1\C(NC2=C(S1)C=CC(=C2)S(=O)(=O)CC2=C(C=CC=C2Br)Br)=O)[N+](=O)[O-]